N-((3S,5R,8R,9S,10S,12R,13S,14S,17R)-12,14-dihydroxy-10,13-dimethyl-17-(5-oxo-2,5-dihydrofuran-3-yl)hexadecahydro-1H-cyclopenta[a]phenanthren-3-yl)-1,4-diazepane-1-carboxamide O[C@H]1[C@@]2([C@H](CC[C@@]2([C@@H]2CC[C@@H]3C[C@H](CC[C@@]3([C@H]2C1)C)NC(=O)N1CCNCCC1)O)C=1COC(C1)=O)C